N-[2,6-Difluoro-3-(5-pyridin-4-yl-1H-pyrazolo[3,4-b]pyridin-3-carbonyl)phenyl]-ethansulfonamid FC1=C(C(=CC=C1C(=O)C1=NNC2=NC=C(C=C21)C2=CC=NC=C2)F)NS(=O)(=O)CC